C(#N)[C@H]1N(CCC1)C(CN1C[C@H](CC1)NC(=O)C1=COC2=C1C(=CC=C2)O)=O N-((S)-1-(2-((S)-2-cyanopyrrolidin-1-yl)-2-oxoethyl)pyrrolidin-3-yl)-4-hydroxybenzofuran-3-carboxamide